ClC=1C(=CC=C2N=CC(=NC12)C=1C=NN(C1)CC1CCC(CC1)N(C)C)OC1=CC2=C(N=C(N2)C)C=C1 4-[[4-[8-chloro-7-[(2-methyl-3H-benzimidazol-5-yl)oxy]quinoxalin-2-yl]pyrazol-1-yl]methyl]-N,N-dimethyl-cyclohexanamine